[Si](C)(C)(C(C)(C)C)O[C@H]1[C@@H]([C@@H](OC1)C(CC#N)=O)F 3-((2S,3R,4R)-4-((tert-butyldimethylsilyl)oxy)-3-fluorotetrahydrofuran-2-yl)-3-oxopropanenitrile